FC=1C=C(C=C(C1)F)[C@@H]1CC=NN1C(=O)N1CCN(CC1)C1=NC=C(C(=N1)C1=C(N=C(S1)C)C)F (S)-(5-(3,5-difluorophenyl)-4,5-dihydro-1H-pyrazol-1-yl)(4-(4-(2,4-dimethylthiazol-5-yl)-5-fluoropyrimidin-2-yl)piperazin-1-yl)methanone